CC1(CC2=CC=C(C=C2C1)NC1=C(C=CC(=C1)[Si](C)(C)C)C)C 2,2-dimethyl-N-(2-methyl-5-(trimethylsilyl)phenyl)-2,3-dihydro-1H-inden-5-amine